3-[(3S,4S)-4-amino-3-methyl-2-oxa-8-azaspiro[4.5]dec-8-yl]-6-[(2,3-dichlorophenyl)thio]-5-methyl-2-pyrazinemethanol N[C@@H]1[C@@H](OCC12CCN(CC2)C=2C(=NC(=C(N2)C)SC2=C(C(=CC=C2)Cl)Cl)CO)C